FC(C)(F)C1=NN(C(=C1C)C(=O)O)C[C@H]1[C@@H](CC1)C(F)(F)F trans-3-(1,1-difluoroethyl)-4-methyl-1-((2-(trifluoromethyl)cyclobutyl)methyl)-1H-pyrazole-5-carboxylic acid